FC1=C(C(=CC=C1)F)C1CC(=NO1)C=1N=C(SC1)C1CCN(CC1)C(COC1=NC=NC(=C1)OC)=O 1-(4-(4-(5-(2,6-difluorophenyl)-4,5-dihydroisoxazol-3-yl)thiazol-2-yl)piperidin-1-yl)-2-((6-methoxypyrimidin-4-yl)oxy)ethan-1-one